C(CCCCCCCCCCC)(=O)OC(CN(CC)CC)COC1=CC(=CC(=C1)CCCCCCCCCCCCCCC)OCC(CCCC)CC 1-(diethylamino)-3-(3-((2-ethylhexyl)oxy)-5-pentadecylphenoxy)propan-2-yl dodecanoate